1,3,5-Tris[4-(1-ethylpropyl)-3-hydroxy-2,6-dimethylbenzyl]-1,3,5-triazine-2,4,6(1H,3H,5H)-trion C(C)C(CC)C1=C(C(=C(CN2C(N(C(N(C2=O)CC2=C(C(=C(C=C2C)C(CC)CC)O)C)=O)CC2=C(C(=C(C=C2C)C(CC)CC)O)C)=O)C(=C1)C)C)O